CCCCCCCCCCCCCCCCCCCC/C=C/C(=O)OC methyl tricosenoate